FC=1C=C2CCN(CC2=CC1)C1=C(C(=C(S1)C)NC(CC(C)(C)C)=O)C N-(5-(6-fluoro-3,4-dihydroisoquinolin-2(1H)-yl)-2,4-dimethylthiophen-3-yl)-3,3-dimethylbutyramide